3-(4-fluoro-2-((methylamino)methyl)phenoxy)propionic acid trifluoroacetate FC(C(=O)O)(F)F.FC1=CC(=C(OCCC(=O)O)C=C1)CNC